ClC1=CC=C2C(=C(NC2=C1)C(=O)N1C(CC(CC1)C=1C=C2CN(C(C2=CC1)=O)C1C(NC(CC1)=O)=O)C)C 3-(5-(1-(6-Chloro-3-methyl-1H-indole-2-carbonyl)-2-methylpiperidin-4-yl)-1-oxoisoindolin-2-yl)piperidine-2,6-dione